CC1(CC(C1)C(=O)OC)C methyl 3,3-dimethylcyclobutanecarboxylate